[2-(adamantane-1-carbonyloxy)-ethoxycarbonyl]-difluoromethanesulfonate sodium [Na+].C12(CC3CC(CC(C1)C3)C2)C(=O)OCCOC(=O)C(S(=O)(=O)[O-])(F)F